[Br-].C(C)N(C1=CC=C(C=C1)N=NC1=CCN(C=C1)CC1=CC=C(C=C1)[N+](=O)[O-])CC 4-(4-diethylaminophenylazo)-1-(4-nitrobenzyl)pyridine bromide